ethyl 2-[5-(tert-butoxycarbonylamino)-2-oxo-1-pyridyl]acetate C(C)(C)(C)OC(=O)NC=1C=CC(N(C1)CC(=O)OCC)=O